(4-cyclopropyl-naphthalene-1-yl)-3-nitropyridin-4-amine C1(CC1)C1=CC=C(C2=CC=CC=C12)C1=NC=CC(=C1[N+](=O)[O-])N